NC=1N=C(C(=C2C=C(N=CC12)NC(=O)[C@@H]1[C@H](C1)CC#N)C1CC1)C=1C(NC=CC1C)=O (1S,2R)-N-(8-amino-5-cyclopropyl-6-(4-methylpyridinone-3-yl)-2,7-naphthyridin-3-yl)-2-(cyanomethyl)cyclopropanecarboxamide